NCC1OC2=C(C1O)C=C(C=C2)F (aminomethyl)-5-fluoro-2,3-dihydrobenzofuran-3-ol